FC(C=1C2=CN(N=C2C(=C(C1)B1OC(C(O1)(C)C)(C)C)C)C(C(=O)OCC)C1=C2N(C=N1)C[C@@H](C2)F)F ethyl 2-(4-(difluoromethyl)-7-methyl-6-(4,4,5,5-tetramethyl-1,3,2-dioxaborolan-2-yl)-2H-indazol-2-yl)-2-((R)-6-fluoro-6,7-dihydro-5H-pyrrolo[1,2-c]imidazol-1-yl)acetate